1-(4-Chloro-6-((3-(triethoxysilyl)propyl)amino)-1,3,5-triazin-2-yl)-1-(2-(dodecanoyloxy)ethyl)pyrrolidin-1-ium chlorid [Cl-].ClC1=NC(=NC(=N1)NCCC[Si](OCC)(OCC)OCC)[N+]1(CCCC1)CCOC(CCCCCCCCCCC)=O